N-(1-ethylpiperidin-4-yl)-2-(1-phenyl-1H-pyrazol-4-yl)-1H-imidazole-4-carboxamide C(C)N1CCC(CC1)NC(=O)C=1N=C(NC1)C=1C=NN(C1)C1=CC=CC=C1